tert-butyl 2,4-dioxo-3-(6-(trifluoromethyl)pyridin-3-yl)-1,3,8-triazaspiro[4.5]decane-8-carboxylate O=C1NC2(C(N1C=1C=NC(=CC1)C(F)(F)F)=O)CCN(CC2)C(=O)OC(C)(C)C